C(C)OC(CC1=CC=C(C=C1)[C@@H]1N(C(OC1)(C)C)C(=O)OC(C)(C)C)=O tert-butyl (4S)-4-[4-(2-ethoxy-2-oxo-ethyl)phenyl]-2,2-dimethyl-oxazolidine-3-carboxylate